FC=1C=C(C=CC1O)C(CN1C[C@@H]2[C@H](C1)CC(C2)OC=2C=NC=CC2)=O 1-(3-fluoro-4-hydroxyphenyl)-2-((3aR,5s,6aS)-5-(pyridin-3-yloxy)hexahydrocyclopenta[c]pyrrol-2(1H)-yl)ethanone